O1N=C(C=C1)C=1NC=C(N1)CO (2-(Isoxazol-3-yl)-1H-imidazol-4-yl)methanol